ClC1=C(C=CC(=C1)Cl)N1N=NCC1=O 2,4-dichlorophenyl-triazolinone